CC1([C@H]([C@@H](N(C1=O)C=1C=C2C=NN(C2=CC1)C1=CN(C(C=C1)=O)C)C1=CC=CC=C1)NC(=O)C1=NN(C=C1)C)C N-[(2s,3r)-4,4-dimethyl-1-[1-(1-methyl-6-oxo-1H-pyridin-3-yl)-1H-indazol-5-yl]-5-oxo-2-phenyl-pyrrolidin-3-yl]-1-methyl-1H-pyrazole-3-carboxylic acid amide